C(C)(C)(C)C1=NN=C(O1)C(=O)N1[C@@H](C2=C(CC1)NC=N2)C=2OC1=C(N2)C(=CC=C1F)F (S)-(5-(tert-butyl)-1,3,4-oxadiazol-2-yl)(4-(4,7-difluorobenzo[d]oxazol-2-yl)-6,7-dihydro-1H-imidazo[4,5-c]pyridin-5(4H)-yl)methanone